cholesta-5(6),23(24)-diene-3β,25-diol CC(C)(C=CC[C@@H](C)[C@H]1CC[C@H]2[C@@H]3CC=C4C[C@H](CC[C@]4(C)[C@H]3CC[C@]12C)O)O